The molecule is a natural product found in Actinomadura roseola. It has a role as an antineoplastic agent and a bacterial metabolite. It is an anthracycline, a member of tetracenequinones, a member of p-quinones and an aminoglycoside antibiotic. It is a conjugate base of a daunorubicin(1+). It derives from a hydride of a tetracene. C[C@H]1[C@H]([C@H](C[C@@H](O1)O[C@H]2C[C@@](CC3=C2C(=C4C(=C3O)C(=O)C5=C(C4=O)C(=CC=C5)OC)O)(C(=O)C)O)N)O